cupriozinc [Cu][Zn]